CC=1C(=NC=CC1)C=1N=CC(=NC1)C1=NNC2=NC=C(C=C21)C=2C=CC1=C(CC[C@H](CC1)N1C3COCC1C3)C2 6-[(7S)-2-{3-[5-(3-Methylpyridin-2-yl)pyrazin-2-yl]-1H-pyrazolo[3,4-b]pyridin-5-yl}-6,7,8,9-tetrahydro-5H-benzo[7]annulen-7-yl]-3-oxa-6-azabicyclo[3.1.1]heptane